Cl.C(C)(C)(C)N1C[C@H]([C@@H](C1)C1=CC=C(C=C1)Cl)C(=O)N1C[C@H](C[C@H]1C(=O)N1CCOCC1)N(C(C(C)C)=O)C1CCC(CC1)C N-((3S,5S)-1-((3S,4R)-1-(tert-butyl)-4-(4-chlorophenyl)pyrrolidin-3-carbonyl)-5-(morpholin-4-carbonyl)pyrrolidin-3-yl)-N-((1s,4R)-4-methylcyclohexyl)isobutyramide hydrochloride